5,10,15,20-tetrakis(4-siloxyphenyl)porphyrin [SiH3]OC1=CC=C(C=C1)C=1C2=CC=C(N2)C(=C2C=CC(C(=C3C=CC(=C(C=4C=CC1N4)C4=CC=C(C=C4)O[SiH3])N3)C3=CC=C(C=C3)O[SiH3])=N2)C2=CC=C(C=C2)O[SiH3]